FC1=C(C(=CC(=C1)B1OC(C(O1)(C)C)(C)C)F)CC(=O)OC Methyl 2-[2,6-difluoro-4-(4,4,5,5-tetramethyl-1,3,2-dioxaborolan-2-yl)phenyl]acetate